N-(5-(((4,6-dimethyl-2-oxo-1,2-dihydropyridin-3-yl)methyl)carbamoyl)-2-methylphenyl)furan-2-carboxamide CC1=C(C(NC(=C1)C)=O)CNC(=O)C=1C=CC(=C(C1)NC(=O)C=1OC=CC1)C